2-(4-nitrobenzylthio)acetic acid [N+](=O)([O-])C1=CC=C(CSCC(=O)O)C=C1